C(#N)C1(CC1)C(C)N1N=CC(=C1C)C(=O)N(C1=CN=NC=C1)CC 1-[1-(1-cyanocyclopropyl)eth-yl]-N-ethyl-5-methyl-N-pyridazin-4-yl-pyrazole-4-carboxamide